3,5-diphenyltetrazoliumamine C1(=CC=CC=C1)N1N=[N+](C(=N1)C1=CC=CC=C1)N